BrC=1C(=CC2=C([C@H](N[C@](CS2(=O)=O)(CC)CCCC)C2=CC=CC=C2)C1)OC (3R,5R)-7-bromo-3-butyl-3-ethyl-2,3,4,5-tetrahydro-8-methoxy-5-phenyl-1,4-benzothiazepine 1,1-dioxide